Pyrrolidine-1,2-dicarboxylic acid N1(C(CCC1)C(=O)O)C(=O)O